2,2'-{4-[1-carboxy-2-{4-[2-(2-ethoxyethoxy)ethoxy]phenyl}ethyl]-10-[1-carboxylato-3-hydroxypropyl]-1,4,7,10-tetraazacyclododecane-1,7-diyl}bis(4-hydroxybutanoate) C(=O)(O)C(CC1=CC=C(C=C1)OCCOCCOCC)N1CCN(CCN(CCN(CC1)C(C(=O)[O-])CCO)C(CCO)C(=O)[O-])C(C(=O)[O-])CCO